1,3,3-trimethyl-spiro(indoline-2,3'-(3H)naphth(2,1-b)(1,4)oxazine) CN1C2=CC=CC=C2C(C12C=NC1=C(O2)C=CC2=CC=CC=C21)(C)C